N1N=CC2=C(C=CC=C12)C=1C=CC=2N(C3=CC=C(C=C3SC2C1)C1=C2C(=NC=C1)NN=C2)CCN2CCOCC2 4-(2-(3-(1H-indazol-4-yl)-7-(1H-pyrazolo[3,4-b]pyridin-4-yl)-10H-phenothiazin-10-yl)ethyl)morpholine